tert-butyl 4-(6-bromopyrazolo[1,5-a]pyridin-3-yl)-3,6-dihydropyridine-1(2H)-carboxylate BrC=1C=CC=2N(C1)N=CC2C=2CCN(CC2)C(=O)OC(C)(C)C